2-((S)-1-[1,4]dioxan-2-ylmethoxy)-1-isopropyl-9-(3-methyl-but-1-ynyl)-6,7-dihydro-pyrido[2,1-a]isoquinolin-4-one O1[C@@H](COCC1)COC=1C(=C2N(CCC3=CC(=CC=C23)C#CC(C)C)C(C1)=O)C(C)C